CNC(O[C@@H]1CC2([C@@H](C1)N)CCN(CC2)C2=NC(=C(C=1N2C=CN1)C1=C(C(=CC=C1)Cl)Cl)C)=O (2R,4R)-4-amino-8-[8-(2,3-dichlorophenyl)-7-methylimidazo[1,2-c]pyrimidin-5-yl]-8-azaspiro[4.5]dec-2-yl N-methylcarbamate